6-bromo-4-ethyl-2-(trifluoromethyl)pyrrolo[3,2-b]pyridine BrC=1C=C2C(N(C1)CC)=CC(=N2)C(F)(F)F